1-(1-methylphenyl)-1,4,7,10-tetraoxadodecane-12-ol CC1(CC=CC=C1)OCCOCCOCCOCCO